FN1C=CC2=CC=CC=C12 fluoro-1H-indole